CS(=O)(=O)C=1C=CC(=NC1)N 5-(methyl-sulfonyl)pyridin-2-amine